(R)-2-(4,4-difluoroazepan-1-yl)-5-(3,4-difluorophenyl)-4-methyl-N-(3-(S-methylsulfonimidoyl)phenyl)nicotinamide FC1(CCN(CCC1)C1=C(C(=O)NC2=CC(=CC=C2)[S@@](=O)(=N)C)C(=C(C=N1)C1=CC(=C(C=C1)F)F)C)F